N1(N=CC=C1)C1CCN(CC1)C(=O)C1=NC2=CC=C(C=C2C(=C1)C(=O)N1CCCCC1)O (4-(1H-pyrazol-1-yl)piperidin-1-yl)(6-hydroxy-4-(piperidine-1-carbonyl)quinolin-2-yl)methanone